3-(4-Chlorothiothieno[2,3-b]pyridin-2-yl)-2,2-dimethyl-2,5-dihydro-1H-pyrrole-1-carboxylic acid tert-butyl ester C(C)(C)(C)OC(=O)N1C(C(=CC1)C1=CC=2C(=NC=CC2SCl)S1)(C)C